Methyl cis-3-(4-chloro-1H-pyrazol-3-yl)-2-((((CIS)-4-(4-chlorophenyl)cyclohexyl)-oxy)methyl)piperidine-1-carboxylate ClC=1C(=NNC1)[C@@H]1[C@@H](N(CCC1)C(=O)OC)CO[C@@H]1CC[C@@H](CC1)C1=CC=C(C=C1)Cl